BrC1=C(C=CC=C1)[C@H]1[C@H](C1)C(C)C 1-bromo-2-(cis-2-isopropylcyclopropyl)benzene